C(C)C=1OC(=C(N1)CC)CCC 2,4-diethyl-5-propyl-oxazole